C(C)OC(=O)C1=CC(=NN1C)C1N(CC1)C(=O)OC(C)(C)C 3-(1-(tert-butoxycarbonyl)azetidin-2-yl)-1-methyl-1H-pyrazole-5-carboxylic acid ethyl ester